CC1(C2CC3CC(CC1C3)C2)OC(=O)C(C)OC(=O)C2C3C1C4C=CC(C1C(C2)C3)C4 8-(1-(2-methyl-2-adamantyloxycarbonyl)ethoxycarbonyl)-tetracyclo[4.4.0.12,5.17,10]-3-dodecene